OC(CO)C1C(=C(C(O1)=O)O)O 5-(1,2-dihydroxyethyl)-3,4-dihydroxyfuran-2(5H)-one